1-cyclopentyl-5-(2-(1,1-difluoroethyl)phenyl)-1H-pyrazole-3-carboxylic acid C1(CCCC1)N1N=C(C=C1C1=C(C=CC=C1)C(C)(F)F)C(=O)O